C(C(C)C)(=O)OC=1C(=NC=CC1OC)C(N[C@H](C(=O)NC(=C(C1=CC=C(C=C1)OC)C1=CC=C(C=C1)OC)C)C)=O (S)-2-((1-((1,1-bis(4-methoxyphenyl)prop-1-en-2-yl)amino)-1-oxopropan-2-yl)carbamoyl)-4-methoxypyridin-3-yl isobutyrate